C(C)(C)C1=C(C=CC=C1)[C@@H]1CN(CCN1)CC1=C2C(=NC=C1)OC(CO2)(C)C (R)-8-((3-(2-isopropylphenyl)piperazin-1-yl)methyl)-3,3-dimethyl-2,3-dihydro-[1,4]dioxino[2,3-b]pyridine